2-[(4-bromo)-phenylpropionamido]-3-(4-nitrophenyl)-propionic acid BrC1=CC=C(C=C1)CCC(=O)NC(C(=O)O)CC1=CC=C(C=C1)[N+](=O)[O-]